FC(C=1C(=C(C=CC1)[C@@H](C)NC1=NN=C(C=2C1=CN(C(C2)=O)C2CN1CCC2CC1)C)F)F 4-(((R)-1-(3-(difluoromethyl)-2-fluorophenyl)ethyl)amino)-1-methyl-6-(quinuclidin-3-yl)pyrido[3,4-d]pyridazin-7(6H)-one